(3S)-tert-butyl 6-(2-(1,4-dimethyl-5-oxopiperazin-2-yl)benzo[d]thiazol-5-yl)-3-methyl-3,4-dihydropyridine-1(2H)-carboxylate CN1C(CN(C(C1)=O)C)C=1SC2=C(N1)C=C(C=C2)C2=CC[C@@H](CN2C(=O)OC(C)(C)C)C